COC1=CC(=C(C=O)C=C1)OC=C 4-methoxy-2-vinyloxy-benzaldehyde